CC(CCCC)OCC1=CC(=C(C=C1)O)OC 4-((hexan-2-yloxy)methyl)-2-methoxyphenol